FC(CN1C=NC(=C1C=1C=CC=2N(C1)C(=CN2)C(=O)N)C2=CC=C(C=C2)F)F 6-(1-(2,2-difluoroethyl)-4-(4-fluorophenyl)-1H-imidazol-5-yl)imidazo[1,2-a]pyridine-3-carboxamide